2-p-fluorophenyl-quinazolin-4(3H)-one FC1=CC=C(C=C1)C1=NC2=CC=CC=C2C(N1)=O